Cl.C1NCC12CCCCC2 2-azaspiro[3.5]nonane hydrochloride